2-[6-(1,1-Difluoroethyl)pyridin-3-yl]-5-[({1-[2-fluoro-4-(trifluoromethyl)phenyl]cyclopropyl}carbonyl)amino]benzoic acid FC(C)(F)C1=CC=C(C=N1)C1=C(C(=O)O)C=C(C=C1)NC(=O)C1(CC1)C1=C(C=C(C=C1)C(F)(F)F)F